2,4-dihydroxy-5-isopropyl-N-(4-(morpholinomethyl)phenyl)-N-propylbenzamide OC1=C(C(=O)N(CCC)C2=CC=C(C=C2)CN2CCOCC2)C=C(C(=C1)O)C(C)C